N1C=NC(CC1)=O 5,6-dihydro-1H-pyrimidin-4-one